C1(=CC=CC2=CC=CC=C12)CC=1C(=C2N(C(CN(S2(=O)=O)CCC)C(=O)O)C(C1N1C(CCC1)=O)=O)C1=CC(=CC=C1)C(F)(F)F 8-(naphthalen-1-ylmethyl)-6-oxo-7-(2-oxopyrrolidin-1-yl)-2-propyl-9-(3-(trifluoromethyl)phenyl)-3,4-dihydro-2H,6H-pyrido[1,2-e][1,2,5]thiadiazine-4-carboxylic acid 1,1-dioxide